C(=O)C1=C(C=CC=C1)NC(=O)C=1C=C(N(N1)C)C(=O)OC methyl 5-[(2-formylphenyl)carbamoyl]-2-methylpyrazole-3-carboxylate